C(C1=CC=CC=C1)OC(=O)N1C2CC(CC1CC2)(NS(=O)C(C)(C)C)C(F)(F)S(=O)(=O)C2=CC=CC=C2 (endo)-3-[(benzenesulfonyl)difluoromethyl]-3-[(2-methylpropan-2-sulfinyl)amino]-8-azabicyclo[3.2.1]octane-8-carboxylic acid benzyl ester